N-[(3-hydroxyphenyl)methyl]-N'-[4-(4-pyridinyl)-2-thiazolyl]-urea OC=1C=C(C=CC1)CNC(=O)NC=1SC=C(N1)C1=CC=NC=C1